(e)-5,6'-dibromo-5'-methyl-3-styryl-2,3'-bipyridine BrC=1C=C(C(=NC1)C=1C=NC(=C(C1)C)Br)\C=C\C1=CC=CC=C1